(3Z)-17,17-didecyloxy-3-heptadecen-1-ol C(CCCCCCCCC)OC(CCCCCCCCCCCC\C=C/CCO)OCCCCCCCCCC